4,4'-(9H-fluorene-9-ylidene)bisphenol C1=CC=CC=2C3=CC=CC=C3C(C12)(C1=CC=C(C=C1)O)C1=CC=C(C=C1)O